C(C)(C)(C)OC(NC1=NC=C(C(=C1)Cl)C1CCC(CC1)(F)F)=O.FC=1C(=CC(=C(C1)NC1CCC(CC1)C(=O)N)C)N1CCC(CC1)C(F)(F)F 4-((5-Fluoro-2-methyl-4-(4-(trifluoromethyl)piperidin-1-yl)phenyl)amino)cyclohexane-1-carboxamide tert-Butyl-N-[4-chloro-5-(4,4-difluorocyclohexyl)pyridin-2-yl]carbamate